2-chloro-4-cyclohexylpyrimidine ClC1=NC=CC(=N1)C1CCCCC1